4-(6-(pyrimidin-2-yl)-1,2,4,5-tetrazin-3-yl)benzoic acid N1=C(N=CC=C1)C1=NN=C(N=N1)C1=CC=C(C(=O)O)C=C1